1-[(2S,4R)-4-hydroxy-2-(1H-imidazol-2-yl)pyrrolidin-1-yl]-2-(3-methoxyisoxazol-5-yl)-3-methyl-butan-1-one O[C@@H]1C[C@H](N(C1)C(C(C(C)C)C1=CC(=NO1)OC)=O)C=1NC=CN1